tert-butyl (S)-(5-amino-1-((2-(4-((3-(2,3-difluoro-4-methoxyphenyl)imidazo[1,2-a]pyrazin-8-yl)amino)-2-ethylbenzamido)ethyl)amino)-1-oxopentan-2-yl)carbamate NCCC[C@@H](C(=O)NCCNC(C1=C(C=C(C=C1)NC=1C=2N(C=CN1)C(=CN2)C2=C(C(=C(C=C2)OC)F)F)CC)=O)NC(OC(C)(C)C)=O